tetradecanoic acid n-decylester C(CCCCCCCCC)OC(CCCCCCCCCCCCC)=O